C(=O)(OC(C)(C)C)N1CC(CCC1)C=O 1-Boc-3-piperidineformaldehyde